methyl 1-((1r,4r)-4-(methoxy-d3) cyclohexyl)-2-oxo-1,2-dihydropyridine-3-carboxylate C(OC1CCC(CC1)N1C(C(=CC=C1)C(=O)OC)=O)([2H])([2H])[2H]